1-(3-(difluoromethoxy)phenyl)-3-isopropyl-6-methyl-N-(3-methyl-1,1-dioxidothietan-3-yl)-1H-indazole-5-carboxamide FC(OC=1C=C(C=CC1)N1N=C(C2=CC(=C(C=C12)C)C(=O)NC1(CS(C1)(=O)=O)C)C(C)C)F